2-benzyl-2-azaspiro[3.3]heptan-6-yl (2R)-2-methyl-4-[5-(trifluoromethyl)pyrazin-2-yl]piperazine-1-carboxylate C[C@H]1N(CCN(C1)C1=NC=C(N=C1)C(F)(F)F)C(=O)OC1CC2(CN(C2)CC2=CC=CC=C2)C1